FC=1C=C(C=C(C1F)N1CCNCC1)C=1C=C2C(=NC1)NC=C2C=2C=C1N(CCNC1=O)C2 7-(5-(3,4-difluoro-5-(piperazin-1-yl)phenyl)-1H-pyrrolo[2,3-b]pyridin-3-yl)-3,4-dihydropyrrolo[1,2-a]pyrazin-1(2H)-one